4-(N-(3-(tert-butyl)-5-cyclopropylbenzyl)-2-(N-(2-(trifluoromethoxy)benzyl)-(2,3,4,5,6-pentafluoro-phenyl)sulfonamido)acetamido)-3-cyclopropoxybenzoic acid C(C)(C)(C)C=1C=C(CN(C(CN(S(=O)(=O)C2=C(C(=C(C(=C2F)F)F)F)F)CC2=C(C=CC=C2)OC(F)(F)F)=O)C2=C(C=C(C(=O)O)C=C2)OC2CC2)C=C(C1)C1CC1